Pyrrolidinocarboxylic acid sodium salt [Na+].N1(CCCC1)C(=O)[O-]